COC(=O)C1=CC2=C(C=N1)C(=NN2CSC)C2=COC1=C2C=CC=C1 3-(benzofuran-3-yl)-1-(methylsulfanyl-methyl)pyrazolo[4,3-c]pyridine-6-carboxylic acid methyl ester